N-(1-methyl-5-oxopyrrolidin-3-yl)-1H-indazole-3-carboxamide CN1CC(CC1=O)NC(=O)C1=NNC2=CC=CC=C12